trans-[4-[(5-fluoro-2-methyl-3-pyridyl)methyl]cyclohexyl]-[(3S)-3-(5-fluoro-3-pyridyl)isoxazolidin-2-yl]methanone FC=1C=C(C(=NC1)C)C[C@@H]1CC[C@H](CC1)C(=O)N1OCC[C@H]1C=1C=NC=C(C1)F